6-(4-(4-(2-hydroxypyridin-4-yl)benzyl)-2,5-dimethylthiophene-3-carboxamido)spiro[3.3]heptane OC1=NC=CC(=C1)C1=CC=C(CC=2C(=C(SC2C)C)C(=O)NC2CC3(CCC3)C2)C=C1